C(#N)C=1C=C(C=CC1F)NC(=O)N1CC=2C(=NN3C2C(CC[C@@H](C3)CO)(F)F)CC1 |o1:22| (S*)-N-(3-Cyano-4-fluorophenyl)-11,11-difluoro-8-(hydroxymethyl)-3,4,8,9,10,11-hexahydro-1H-pyrido[4',3':3,4]pyrazolo[1,5-a]azepine-2(7H)-carboxamide